9-fluorenyl acetate (fluorenyl acetate) C1(=CC=CC=2C3=CC=CC=C3CC12)CC(=O)O.C(C)(=O)OC1C2=CC=CC=C2C=2C=CC=CC12